CC1=NOC(=C1C=1C=CC(N(C1)CC1=C(OCC(=O)OC)C=CC=C1)=O)C methyl 2-(2-{[5-(3,5-dimethyl-1,2-oxazol-4-yl)-2-oxo-1,2-dihydropyridin-1-yl]methyl}phenoxy)acetate